C(C)(C)[C@@H]1CN(CCN1)CC1=CC(=C2CNC(C2=C1)=O)C(F)(F)F 6-(((R)-3-isopropylpiperazin-1-yl)methyl)-4-(trifluoromethyl)isoindolin-1-one